(S)-tert-butyl-4,5-diamino-5-oxopentanoic acid hydrochloride Cl.C(C)(C)(C)[C@@H](C(=O)O)CC(C(=O)N)N